Hydrazine Monobromide Hydrochloride Cl.[Br-].NN